BrC1=NN2CSCCC2=C1 2-bromo-5,7-dihydro-4H-pyrazolo[1,5-c][1,3]thiazine